ethyl 1-(trans-1-(tert-butoxycarbonyl)-4-hydroxypyrrolidin-3-yl)-1H-pyrazole-3-carboxylate C(C)(C)(C)OC(=O)N1C[C@H]([C@@H](C1)O)N1N=C(C=C1)C(=O)OCC